C(C)N1N=CC(=C1)S(=O)(=O)NCC#CC1=NN2C(C=CC=C2N[C@H]2[C@H](CN(CC2)C)F)=C1CC(F)(F)F 1-ethyl-N-[3-(7-{[(3S,4R)-3-fluoro-1-methylpiperidin-4-yl]amino}-3-(2,2,2-trifluoroethyl)pyrazolo[1,5-a]pyridin-2-yl)prop-2-yn-1-yl]-1H-pyrazole-4-sulfonamide